OC(C(=O)O)CCCCCCCCCCCC α-hydroxytetradecanoic acid